C(C)(=O)NC([C@@H](N)CS)=O N-ACETYLCYSTEIN-AMID